3-(7-oxo-6-(1-(3-oxomorpholino)piperidin-4-yl)-3-(trifluoromethyl)-4,5,6,7-tetrahydro-1H-pyrazolo[3,4-c]pyridin-1-yl)benzamide O=C1N(CCC2=C1N(N=C2C(F)(F)F)C=2C=C(C(=O)N)C=CC2)C2CCN(CC2)N2C(COCC2)=O